FC1=CC=C(C2=C1C=C(O2)CNC(=O)N2C=NC1=C(C2=O)C=NC=C1)C(=O)OCC(F)(F)F 2,2,2-Trifluoroethyl 4-fluoro-2-((4-oxo-3,4-dihydropyrido[4,3-d]pyrimidine-3-carboxamido)methyl)benzofuran-7-carboxylate